(S)-3-amino-2-(2,5-dioxo-2,5-dihydro-1H-pyrrol-1-yl)-N-((S)-1,2-dithian-4-yl)propanamide, trifluoroacetic acid salt FC(C(=O)O)(F)F.NC[C@@H](C(=O)N[C@@H]1CSSCC1)N1C(C=CC1=O)=O